N1N=NC2=C1C=CC(=C2)CO (1H-benzo[D][1,2,3]triazol-5-yl)methanol